COC(=O)[C@H]1NC[C@@H](C1)OCC1=CC=CC=C1.ClC1=C2NC(C(=NC2=CC=C1CN1CCN(CC1)C=1C=CC(=NC1F)C(=O)NC([2H])([2H])[2H])CC)=O 5-(4-((5-chloro-2-ethyl-3-oxo-4H-quinoxalin-6-yl)methyl)piperazin-1-yl)-6-fluoro-N-(methyl-d3)pyridine-2-carboxamide methyl-(2S,4R)-4-benzyloxypyrrolidine-2-carboxylate